C(C)(C)(C)C1=CC(=CC2=CC=CC=C12)C1=NC=CC2=C1[Ge](C1=C2C=CC(=C1C)CC(C(F)(F)F)(C)C)(C)C 1-(4-(tert-butyl)naphthalen-2-yl)-8,9,9-trimethyl-7-(3,3,3-trifluoro-2,2-dimethylpropyl)-9H-benzo[4,5]germolo[2,3-c]-pyridine